BrCC1=CC=C(C(=O)NCCCOC)C=C1 4-(bromomethyl)-N-(3-Methoxypropyl)benzamide